OCC(=O)NCCNC(=O)C1=CC2=C(N(C(=N2)NC=2SC3=C(N2)C=CC(=C3)OC(F)(F)F)C)C=C1 1-Methyl-2-(6-trifluoromethoxy-benzothiazol-2-ylamino)-1H-benzoimidazole-5-carboxylic acid [2-(2-hydroxy-acetylamino)-ethyl]-amide